The molecule is a (glucosyluronic acid)bilirubin. It has a role as a mouse metabolite. It is a conjugate acid of a bis(beta-glucosyluronate)bilirubin. CC1=C(NC(=C1CCC(=O)O[C@H]2[C@@H]([C@H]([C@@H]([C@H](O2)C(=O)O)O)O)O)CC3=C(C(=C(N3)/C=C/4\\C(=C(C(=O)N4)C)C=C)C)CCC(=O)O[C@H]5[C@@H]([C@H]([C@@H]([C@H](O5)C(=O)O)O)O)O)/C=C/6\\C(=C(C(=O)N6)C=C)C